4-((3-fluoropyridin-4-yl)amino)-3-isopropyl-3H-imidazo[4,5-c]pyridin FC=1C=NC=CC1NC1=NC=CC2=C1N(C=N2)C(C)C